FC=1C=CC(=NC1[C@@H]1N(CCC1)C1=NC=2N(C=C1)N=CC2N2N=CC(=C2)C)N(C)C (R)-5-fluoro-N,N-dimethyl-6-(1-(3-(4-methyl-1H-pyrazol-1-yl)pyrazolo[1,5-a]pyrimidin-5-yl)pyrrolidin-2-yl)pyridin-2-amine